N=1C(=CN2C1C=CC=C2)COC2=C(C=O)C=C(C=C2)OC 2-(imidazo[1,2-a]pyridin-2-ylmethoxy)-5-methoxybenzaldehyde